BrC1=C(C=CC2=C1CC(O2)(C(=O)OC)C2=CC=CC=C2)C(F)(F)F methyl 4-bromo-2-phenyl-5-(trifluoromethyl)-2,3-dihydrobenzofuran-2-carboxylate